2-bromo-5-(3-chlorophenyl)oxazole BrC=1OC(=CN1)C1=CC(=CC=C1)Cl